25-hydroxy[26,27-3H]-cholesterol OC(C[3H])(C[3H])CCC[C@@H](C)[C@H]1CC[C@H]2[C@@H]3CC=C4C[C@@H](O)CC[C@]4(C)[C@H]3CC[C@]12C